N-(4-(4-amino-3-(4-((5-chloro-4-methylpyrimidin-2-yl)oxy)phenyl)-7-cyano-1-methyl-1H-pyrrolo[3,2-c]pyridin-2-yl)-3-chlorophenyl)-2-fluoroacrylamide NC1=NC=C(C2=C1C(=C(N2C)C2=C(C=C(C=C2)NC(C(=C)F)=O)Cl)C2=CC=C(C=C2)OC2=NC=C(C(=N2)C)Cl)C#N